[4-(4-amino-4-methylpiperidin-1-yl)-7-(2,3-dichlorophenyl)-6-methylpyrazolo[1,5-a]pyrazin-2-yl]methanol NC1(CCN(CC1)C=1C=2N(C(=C(N1)C)C1=C(C(=CC=C1)Cl)Cl)N=C(C2)CO)C